(2-bromophenyl)(2-fluorophenyl)methanol BrC1=C(C=CC=C1)C(O)C1=C(C=CC=C1)F